Ethyl (S)-3-((tert-butoxycarbonyl)amino)-3-(4,4'-difluoro-2'-methyl-5-(trifluoromethyl)-6'-(((trifluoromethyl)sulfonyl)oxy)-[1,1'-biphenyl]-3-yl)propanoate C(C)(C)(C)OC(=O)N[C@@H](CC(=O)OCC)C=1C=C(C=C(C1F)C(F)(F)F)C1=C(C=C(C=C1OS(=O)(=O)C(F)(F)F)F)C